5-(1,8-naphthyridin-3-yl)pyrrolo[2,1-f][1,2,4]triazin-2-amine N1=CC(=CC2=CC=CN=C12)C=1C=CN2N=C(N=CC21)N